ethyl 2-[2-(1H-indazol-5-yl)hydrazino]-3-(hydroxyimino)propanoate N1N=CC2=CC(=CC=C12)NNC(C(=O)OCC)C=NO